2-(6-(benzyloxy)-2-bromo-3,4-dihydronaphthalen-1-yl)-5-(4-(dimethoxymethyl)piperidin-1-yl)pyridine C(C1=CC=CC=C1)OC=1C=C2CCC(=C(C2=CC1)C1=NC=C(C=C1)N1CCC(CC1)C(OC)OC)Br